heliotropic acid C1OC2=C(O1)C=C(C=C2)C(=O)O